C1(=C(C=CC=C1)C1=CC2=C(N1C1=CC=C(C=C1)CCCCCCCCCC)C=C(N2C2=CC=C(C=C2)CCCCCCCCCC)C2=C(C=CC=C2)C)C 2,5-bis(tolyl)-1,4-bis(4-n-decylphenyl)-1,4-dihydropyrrolo[3,2-b]pyrrole